2-(trimethylsilyl)ethyl (1-but-3-en-1-ylcyclopropyl)carbamate C(CC=C)C1(CC1)NC(OCC[Si](C)(C)C)=O